C1(=CC=CC=C1)[Se]CC(=O)C1=CC=NC=C1 2-(phenylseleno)-1-(pyridin-4-yl)ethan-1-one